ClC1=CC=C(OC2=C(C=C(C=C2)NC(CC2=CC=C(C=C2)C(F)(F)F)=O)S(N)(=O)=O)C=C1 N-[4-(4-chlorophenoxy)-3-sulfamoylphenyl]-2-[4-(trifluoromethyl)phenyl]acetamide